9-acetyl-4,7-dimethyl-5-oxo-4,5-dihydroimidazo[1,5-a]quinazoline-3-carboxylic acid C(C)(=O)C=1C=C(C=C2C(N(C=3N(C12)C=NC3C(=O)O)C)=O)C